NC1=CC(=CC=2N(C=NC21)CC=2C=C(OCC(=O)O)C=CC2)C=2C(=NOC2C)C 2-(3-[4-amino-6-(3,5-dimethyl-1,2-oxazol-4-yl)-1H-1,3-benzodiazol-1-yl]methylphenoxy)acetic acid